C(#N)C(C=1C(N(N(C1C)C)C1=CC=CC=C1)=O)NCC(=O)OC Methyl (Cyano(1,5-Dimethyl-3-Oxo-2-Phenyl-2,3-Dihydro-1H-Pyrazol-4-Yl)Methyl)Glycinate